FC=1C=CC(=NC1)C1=CNC=2C1=NC=C(C2)F 5-fluoro-2-[6-fluoro-1H-pyrrolo[3,2-b]pyridin-3-yl]pyridine